2-fluoro-N-(2-methoxy-5-(3-(4-(trifluoromethyl)phenyl)-1H-pyrazolo[3,4-b]pyridin-1-yl)phenyl)acrylamide ethyl-2-diazo-2-(2,6-dichloropyridin-4-yl)acetate C(C)OC(C(C1=CC(=NC(=C1)Cl)Cl)=[N+]=[N-])=O.FC(C(=O)NC1=C(C=CC(=C1)N1N=C(C=2C1=NC=CC2)C2=CC=C(C=C2)C(F)(F)F)OC)=C